Cl.NCCC1=C(C=NC(=C1)C(F)(F)F)C(=O)OC Methyl 4-(2-Aminoethyl)-6-(Trifluoromethyl)Pyridine-3-Carboxylate Monohydrochloride